(methoxy)silyl ether CO[SiH2]O[SiH2]OC